C1(=CC=CC=C1)OP(=O)(OC1=CC=CC=C1)C=1C=CC=2OCOC=3C2C1C(=CC3)P(=O)(OC3=CC=CC=C3)OC3=CC=CC=C3 6,7-bis(diphenylphosphono)naphtho[1,8-de][1,3]dioxin